(4S)-4-[[6-[4-Chloro-2-(ethoxymethoxy)-6-methyl-phenyl]pyridazin-3-yl]methyl-methylamino]-1-methyl-pyrrolidin-2-one ClC1=CC(=C(C(=C1)C)C1=CC=C(N=N1)CN([C@H]1CC(N(C1)C)=O)C)OCOCC